CC1=CC=C(C=C1)S(=O)(=O)OC1=CC(=C(C(=C1)OCC1=CC=CC=C1)C(=O)N1CC2=CC=C(C=C2C1)CN1CCN(CC1)CCCCCNC(=O)OC(C)(C)C)OS(=O)(=O)C1=CC=C(C=C1)C 5-(benzyloxy)-4-(5-((4-(5-((tert-butoxycarbonyl)amino)pentyl) piperazin-1-yl)methyl)isoindoline-2-carbonyl)-1,3-phenylene bis(4-methyl benzenesulfonate)